CC1CN(CC(O1)C)C(CCCCCCCCCCC)=O 1-(2,6-dimethylmorpholin-4-yl)dodecan-1-one